C(C)NC(C([C@H](C[C@@H]1C(NCC1)=O)NC([C@@H](CC(C)C)NC(=O)C1(C2=CC=CC=C2C=2C=CC=CC12)O)=O)=O)=O N-((R)-1-(((S)-4-(ethylamino)-3,4-dioxo-1-((R)-2-oxopyrrolidin-3-yl)butan-2-yl)amino)-4-methyl-1-oxopentan-2-yl)-9-hydroxy-9H-fluorene-9-carboxamide